FC=1C=C(C=CC1B1OC(C(O1)(C)C)(C)C)N1C(CN(CC1)C(=O)[O-])C 4-[3-fluoro-4-(4,4,5,5-tetramethyl-1,3,2-dioxaborolan-2-yl)phenyl]-3-methylpiperazine-1-carboxylate